CC1=C(C(=O)NC2=CC=C(C=C2)N2C3=C(NC(CC2=O)=O)C2=CC=CC=C2C=C3)C(=CC=C1)C 5-[4-(2,6-dimethylbenzoylamino)phenyl]-1H-naphtho[1,2-b][1,4]diazepine-2,4(3H,5h)-dione